6-(6-(4,4-difluoropiperidine-1-carbonyl)benzo[b]thiophen-3-yl)phthalazin-1(2H)-one FC1(CCN(CC1)C(=O)C=1C=CC2=C(SC=C2C=2C=C3C=NNC(C3=CC2)=O)C1)F